C(C)(C)N(P(O)(CCC#N)O[C@H]1[C@H]([C@@H](O[C@@H]1CO)N1C=NC=2C(=O)NC(N)=NC12)O)C(C)C guanosine 3'-O-(N,N'-diisopropyl-2-cyanoethylphosphoramidite)